[O-2].[O-2].[O-2].[O-2].[V+5].[Y+3] yttrium-vanadium tetraoxide